IC(C(=O)[O-])C(=O)[O-].[Na+].[Na+] sodium iodomalonate